tert-butyl 4-({4-[4-chloro-3-(2,4-dioxo-1,3-diazinan-1-yl)benzoyl]piperazin-1-yl}methyl)piperidine-1-carboxylate ClC1=C(C=C(C(=O)N2CCN(CC2)CC2CCN(CC2)C(=O)OC(C)(C)C)C=C1)N1C(NC(CC1)=O)=O